2-(2-methyl-4-ethoxycarbonylphenyl)formyloxy-1,3-propanediol CC1=C(C=CC(=C1)C(=O)OCC)C(=O)OC(CO)CO